4-(4-carboxyphenoxy)adamantane C(=O)(O)C1=CC=C(OC2C3CC4CC(CC2C4)C3)C=C1